[Ca+2].C(C)(=O)C1=C(C=C(C=C1)Cl)C=1C(=NN(C(C1)=O)[C@H](C(=O)NC1=CC=C(C(=O)[O-])C=C1)CC1=CC=CC=C1)OC.C(C)(=O)C1=C(C=C(C=C1)Cl)C=1C(=NN(C(C1)=O)[C@H](C(=O)NC1=CC=C(C(=O)[O-])C=C1)CC1=CC=CC=C1)OC (S)-4-(2-(4-(2-acetyl-5-chlorophenyl)-3-methoxy-6-oxopyridazin-1(6H)-yl)-3-phenylpropionamido)benzoic acid calcium salt